N-(2,2-dimethylcyclobutyl)-5-(isothiazol-4-ylamino)-1H-pyrazolo[3,4-c]pyridine-7-carboxamide CC1(C(CC1)NC(=O)C=1N=C(C=C2C1NN=C2)NC=2C=NSC2)C